ClC1=CC=C(C=C1)[C@@]1(N(C(C2=CC(=CC(=C12)F)C(C)(C=1C=NN(C1)C)O)=O)CC1=CC=C(C=N1)C#N)OCC1(CC1)C#N 6-{[(1R)-1-(4-Chlorophenyl)-1-[(1-cyanocyclopropyl)methoxy]-7-fluoro-5-[1-hydroxy-1-(1-methyl-1H-pyrazol-4-yl)ethyl]-3-oxo-2,3-dihydro-1H-isoindol-2-yl]methyl}pyridin-3-carbonitril